ClC1=C(C(=O)NC2=NN=NN2C)C=CC(=C1SC)I 2-Chloro-4-iodo-3-(methylsulfanyl)-N-(1-methyl-1H-tetrazol-5-yl)benzamid